C(#N)C1=C(C(=NN(C1=O)CCC#N)C1=CC=CC=C1)C1=CC=CC=C1 5-cyano-6-oxo-3,4-diphenyl-1(6H)-pyridazine-propionitrile